C(C)N1N=CC(=C1C1=NNC=2CC(CCC12)C1=C(C(=CC(=C1)OC)OC)F)[N+](=O)[O-] 3-(1-ethyl-4-nitro-1H-pyrazol-5-yl)-6-(2-fluoro-3,5-dimethoxyphenyl)-4,5,6,7-tetrahydro-1H-indazole